N1=C(C=CC(=C1)CNC1=C2N=CN(C2=NC(=N1)C=1C=NC=CC1)CC)C=1C=NC=CC1 N-([2,3'-bipyridin]-5-ylmethyl)-9-ethyl-2-(pyridin-3-yl)-9H-purin-6-amine